N-(2-(5-(2,6-dichloro-3,5-dimethoxyphenethyl)-1H-pyrazol-3-yl)phenyl)acrylamide ClC1=C(CCC2=CC(=NN2)C2=C(C=CC=C2)NC(C=C)=O)C(=C(C=C1OC)OC)Cl